(R)-3-fluoro-5-((7-hydroxy-6,7-dihydro-5H-cyclopenta[d]pyrimidin-4-yl)oxy)benzonitrile FC=1C=C(C#N)C=C(C1)OC=1C2=C(N=CN1)[C@@H](CC2)O